NCCCCCNC(C1=CC(=C(C(=O)NC=2SC(=CN2)C)C=C1)C)=O N4-(5-aminopentyl)-2-methyl-N1-(5-methylthiazol-2-yl)terephthalamide